CN(C)CC=1C=C2N(C3=CC=C(C=C3C=C2NCC2=CC=C(C=C2)OC)C2=CC=NN2C2OCCCC2)C1 2-((dimethylamino)methyl)-N-(4-methoxybenzyl)-7-(1-(tetrahydro-2H-pyran-2-yl)-1H-pyrazol-5-yl)pyrrolo[1,2-a]quinolin-4-amine